ClC1=C(C=CC=C1)C1=CC(=CC=C1)C1=CC=CC=C1 Chloro-1,1':3',1''-terphenyl